(Z)-N-(2-(diethylamino)ethyl)-5-((5-fluoro-2-oxoindol-3-ylidene)methyl)-2,4-dimethyl-1H-pyrrole-3-carboxamide C(C)N(CCNC(=O)C1=C(NC(=C1C)\C=C\1/C(NC2=CC=C(C=C12)F)=O)C)CC